FC=1C=NC=C(C1)[C@@H]1[C@H](C1)B1OC(C(O1)(C)C)(C)C 3-fluoro-5-[(1S,2S)-2-(4,4,5,5-tetramethyl-1,3,2-dioxaborolan-2-yl)cyclopropyl]pyridine